FC1(CCN(CC1)C1=NC(=CC2=C1NC(=N2)C2=C(C=C(C=C2)C(CO)S(=O)(=O)N)N2CCC1(CC1)CC2)C)F (4-(4-(4,4-difluoropiperidin-1-yl)-6-methyl-3H-imidazo[4,5-c]pyridin-2-yl)-3-(6-azaspiro[2.5]oct-6-yl)phenyl)-2-hydroxyethane-1-sulfonamide